ethyl 2-(2-((5-(3-(aminomethyl)-2-fluorophenyl)-2-methylbenzofuran-3-yl)methoxy)-4-methoxyphenyl)acetate NCC=1C(=C(C=CC1)C=1C=CC2=C(C(=C(O2)C)COC2=C(C=CC(=C2)OC)CC(=O)OCC)C1)F